BrC1=CC(=C(C=C1)CO[Si](C1=CC=CC=C1)(C1=CC=CC=C1)C(C)(C)C)C (4-bromo-2-methyl-phenyl)methoxy-tert-butyl-diphenyl-silane